COC(=O)C1C(C(C1C(=O)O)C(=O)OC)C(=O)O 2,4-bis(methoxycarbonyl)cyclobutane-1,3-dicarboxylic acid